vinyl fluoroethylene sulfate S(=O)(=O)(O)O.C(=C)C(=C)F